FC1=C2C(C=C(NC2=CC(=C1C#C[Si](C)(C)C)F)C=1C=C(C#N)C=CC1S(=O)(=O)C)=O 3-(5,7-difluoro-4-oxo-6-((trimethylsilyl)ethynyl)-1,4-dihydroquinolin-2-yl)-4-(methylsulfonyl)benzonitrile